OC1CC(NC1)C(=O)NCC1=CC=C(C=C1)C1=CN=C(S1)C 4-hydroxy-N-(4-(methylthiazol-5-yl)benzyl)pyrrolidine-2-carboxamide